P(=O)(OCCCC)(OCCCC)[O-] di(n-butyl) phosphate